(8-(5-bromooxazole-2-carbonyl)-8-azabicyclo[3.2.1]oct-3-yl)carbamate BrC1=CN=C(O1)C(=O)N1C2CC(CC1CC2)NC([O-])=O